C1(CC1)CN1C(=CC2=CC=CC=C12)C1=NN2C(C(=NC(=C2)C(=O)O)OC)=C1C 2-(1-(cyclopropylmethyl)-1H-indol-2-yl)-4-methoxy-3-methylpyrazolo[1,5-a]pyrazine-6-carboxylic acid